COC(C1CCN(CC1)C1=CC=C(C=C1)N1C(NC(CC1)=O)=O)OC 1-[4-[4-(Dimethoxymethyl)-1-piperidinyl]phenyl]hexahydropyrimidine-2,4-dione